CC1=C(C=CC(=C1)[N+](=O)[O-])S(=O)(=O)CP(=O)(C)C methyl-1-(dimethyl-phosphorylmethylsulfonyl)-4-nitro-benzene